O=C1NCCCC1CC(=O)O 2-oxo-3-piperidineacetic acid